terephthaloyl dicarbamate C(N)(OC(C1=CC=C(C(=O)OC(N)=O)C=C1)=O)=O